[Li]CCCC[Li] 1,4-dilithiobutane